ClC1=C2CN(C(C2=C(C=C1)Cl)=O)C1C(NC(CC1)=O)=O 3-(4,7-dichloro-1-oxoisoindolin-2-yl)piperidine-2,6-dione